(S)-N-(1-(2-(bis(4-fluorophenyl)methylene)hydrazineyl)-1-oxopropan-2-yl)-3-hydroxy-4-methoxypicolinamide FC1=CC=C(C=C1)C(=NNC([C@H](C)NC(C1=NC=CC(=C1O)OC)=O)=O)C1=CC=C(C=C1)F